3-(4-((2-(dimethylamino)ethyl)carbamoyl)phenyl)-3-oxopropanoic acid ethyl ester C(C)OC(CC(=O)C1=CC=C(C=C1)C(NCCN(C)C)=O)=O